NC1=NC=CC=C1C1=NC=2C(=NC=C(C2)Br)N1C1=CC=C(CNC(=O)C=2C=C(C=CC2)CC(=O)OC)C=C1 methyl 2-(3-((4-(2-(2-aminopyridin-3-yl)-6-bromo-3H-imidazo[4,5-b]pyridin-3-yl)benzyl)carbamoyl)phenyl)acetate